(2R)-2-{[7-bromo-2-(1-methyl-1H-pyrazol-4-yl)[1,2,4]triazolo[1,5-c]quinazolin-5-yl]amino}-1-[(3R)-3,4-dimethylpiperazin-1-yl]propan-1-one BrC1=CC=CC=2C=3N(C(=NC12)N[C@@H](C(=O)N1C[C@H](N(CC1)C)C)C)N=C(N3)C=3C=NN(C3)C